4-methyl-7-decene CC(CCC)CCC=CCC